O=C1OC(CN1C=1C=CC=2OCC(NC2N1)=O)CCNCC1CC2=C(C=NC=C2C#N)C1 6-[[2-[2-oxo-3-(3-oxo-4H-pyrido[3,2-b][1,4]oxazin-6-yl)-1,3-oxazolidin-5-yl]ethylamino]methyl]-6,7-dihydro-5H-cyclopenta[c]pyridine-4-carbonitrile